(1s,4s)-4-(3-Chloroanilino)-2'-{[2-(3-methoxyphenyl)ethoxy]methyl}spiro[cyclohexane-1,1'-indene]-4-carboxylic acid ClC=1C=C(NC2(CCC3(C(=CC4=CC=CC=C34)COCCC3=CC(=CC=C3)OC)CC2)C(=O)O)C=CC1